tert-butyl 2,2-dimethyl-piperazine-1-carboxylate CC1(N(CCNC1)C(=O)OC(C)(C)C)C